ClC1=CC=C(C=C1)[C@@H](CC(=O)O)CC(=O)OC (S)-3-(4-chlorophenyl)-5-methoxy-5-oxopentanoic acid